C[Si]1(CCN(CC1)C1=C(C(=O)O)C=CC(=C1)NS(=O)(=O)CC(=O)OCC)C 2-(4,4-dimethyl-1,4-azasilinan-1-yl)-4-((2-ethoxy-2-oxoethyl)sulfonamido)benzoic acid